3-bromo-7-morpholinothieno[3,2-b]pyridine-6-carboxylic acid ethyl ester C(C)OC(=O)C=1C(=C2C(=NC1)C(=CS2)Br)N2CCOCC2